trifluoromethyl acetate (trifluoromethylacetate) FC(F)(F)CC(=O)O.C(C)(=O)OC(F)(F)F